(E)-8-(1-(but-2-enoyl)piperidin-4-yl)-2-(4-phenoxyphenyl)-5,6,7,8-tetrahydroimidazo[1,2-b]pyridazine-3-carboxamide C(\C=C\C)(=O)N1CCC(CC1)C1C=2N(NCC1)C(=C(N2)C2=CC=C(C=C2)OC2=CC=CC=C2)C(=O)N